(2R,3R)-5,7-dihydroxy-2-(3,4,5-trihydroxyphenyl)chroman-3-yl 1-hydroxy-2-oxo-1,2-dihydropyridine-4-carboxylate ON1C(C=C(C=C1)C(=O)O[C@H]1[C@H](OC2=CC(=CC(=C2C1)O)O)C1=CC(=C(C(=C1)O)O)O)=O